C(C)(C)NC1=CC=NC2=C1NC=1C=C(C=CC21)C#N 4-(isopropylamino)-5H-pyrido(3,2-b)indole-7-carbonitrile